N1C(CC2=CC=CC=C12)=O indol-2(1H)one